Ethyl (5-(5-((4-oxo-3,4-dihydrophthalazin-1-yl)methyl)-2-(trifluoromethyl)phenyl)-1H-benzoimidazol-2-yl)carbamate O=C1NN=C(C2=CC=CC=C12)CC=1C=CC(=C(C1)C1=CC2=C(NC(=N2)NC(OCC)=O)C=C1)C(F)(F)F